C(CCCCCCCCCCCCCCC)(=O)NCCS(=O)(=O)O N-hexadecanoyltaurine